CN1C(C(=C(C2=CC=C(C=C12)C#N)N1CCC(CC1)(C=1OC2=C(N1)C=C(C=C2)C)C)C#N)=O 1-Methyl-4-[4-methyl-4-(5-methyl-1,3-benzoxazol-2-yl)piperidin-1-yl]-2-oxo-1,2-dihydroquinoline-3,7-dinitrile